Cl.O=C1NC(CCC1C1=CC=C(C=C1)NC(C)=O)=O N-(4-(2,6-dioxopiperidin-3-yl)phenyl)acetamide hydrochloride